FC1=CC(=C(C=C1)N1C=C(C=2C1=CN=CC2)C2CCN(CC2)C(=O)OC(C)(C)C)C(N(C)C(C)C)=O tert-butyl 4-(1-(4-fluoro-2-(isopropyl(methyl)carbamoyl)phenyl)-1H-pyrrolo[2,3-c]pyridin-3-yl)piperidine-1-carboxylate